C1(CC1)C1=CC=2C=3N(C(=NC2C=C1)N[C@H]1C(NCCCC1)=O)N=C(N3)C3=CC=C(C=C3)OC (3R)-3-{[9-cyclopropyl-2-(4-methoxyphenyl)[1,2,4]triazolo[1,5-c]quinazolin-5-yl]amino}azepan-2-one